N-(3-methoxy-5-(4-methylpiperazin-1-yl)phenyl)-4-(3-phenylisoxazolidin-2-yl)-5-(trifluoromethyl)pyrimidin-2-amine COC=1C=C(C=C(C1)N1CCN(CC1)C)NC1=NC=C(C(=N1)N1OCCC1C1=CC=CC=C1)C(F)(F)F